3-octyl-1H-1,2,4-triazole C(CCCCCCC)C1=NNC=N1